2-(4-chlorobenzoyl)-3-fluoro-5-(hydroxy(tetrahydro-2H-pyran-4-yl)methyl)benzoic acid ClC1=CC=C(C(=O)C2=C(C(=O)O)C=C(C=C2F)C(C2CCOCC2)O)C=C1